BrC1=C(N=C2N(C1=O)C=CC=C2)N[C@H]2CN(C[C@H](C2)C2=CC=C(C=C2)OCCOCCO)C 3-bromo-2-[[(3R,5R)-5-[4-[2-(2-hydroxyethoxy)ethoxy]phenyl]-1-methyl-3-piperidyl]amino]pyrido[1,2-a]pyrimidin-4-one